BrC=1C=C(C=C(C1)C(F)(F)F)NC(=S)NC(C1=CC=CC=C1)=O N-((3-bromo-5-(trifluoromethyl)phenyl)carbamothioyl)benzamide